C(C)(C)(C)OC(C(C)(C)C1=CC=C(C=C1)NC1=C(N=NC(=C1)C1=C(C=CC=C1F)Cl)C(=O)[O-])=O 4-((4-(1-(tert-butoxy)-2-methyl-1-oxopropan-2-yl)phenyl)amino)-6-(2-chloro-6-fluoro Phenyl)pyridazine-3-carboxylate